(S)-2-(2,4-dihydroxyphenyl)-4,5-dihydro-4-thiazolecarboxylic acid OC1=C(C=CC(=C1)O)C=1SC[C@@H](N1)C(=O)O